2-[[1-(2-hydroxyethyl)pyrazol-4-yl]amino]-6-(5-methoxy-4-prop-2-enoyl-2,3-dihydroquinoxalin-1-yl)-8-methyl-pyrido[2,3-d]pyrimidin-7-one OCCN1N=CC(=C1)NC=1N=CC2=C(N1)N(C(C(=C2)N2CCN(C1=C(C=CC=C21)OC)C(C=C)=O)=O)C